BrC1=CC=C(C=C1)N1N=C(C=C1N)C 1-(4-bromophenyl)-3-methyl-1H-pyrazol-5-amine